C=1(C(=CC=CC1)C(=O)[O-])C.[Zn+2].C=1(C(=CC=CC1)C(=O)[O-])C zinc o-toluate